N-(2-(1-(2-(2,4-dioxotetrahydropyrimidin-1(2H)-yl)benzyl)piperidin-4-yl)-5-(2-hydroxypropan-2-yl)benzo[d]thiazol-6-yl)-6-(trifluoromethyl)nicotinamide O=C1N(CCC(N1)=O)C1=C(CN2CCC(CC2)C=2SC3=C(N2)C=C(C(=C3)NC(C3=CN=C(C=C3)C(F)(F)F)=O)C(C)(C)O)C=CC=C1